C1(CCCCC1)N1N=CC(=C1)C1=C(C(=O)OC)C=C(C=C1)NC(=O)C1(CC1)C1=C(C=C(C=C1)C(F)(F)F)F Methyl 2-(1-cyclohexyl-1H-pyrazol-4-yl)-5-[({1-[2-fluoro-4-(trifluoromethyl) phenyl]cyclopropyl}carbonyl) amino]benzoate